chloro(phenyl)disilane Cl[SiH]([SiH3])C1=CC=CC=C1